potassium dimethyladipate COC(CCCCC(=O)OC)=O.[K]